1-[6-(3-methoxy-4-methyl-phenoxy)-3-pyridinyl]-3H-imidazo[4,5-c]pyridin-2-one COC=1C=C(OC2=CC=C(C=N2)N2C(NC=3C=NC=CC32)=O)C=CC1C